3-(5-(2-isopropyl-1-methyl-5-phenyl-1H-imidazol-4-yl)-1-oxoisoindolin-2-yl)piperidine-2,6-dione C(C)(C)C=1N(C(=C(N1)C=1C=C2CN(C(C2=CC1)=O)C1C(NC(CC1)=O)=O)C1=CC=CC=C1)C